BrC=1C=CC(=C(C1)CCO)N1C[C@H](CC1)OC1=NC=CC=C1Cl (S)-2-(5-bromo-2-(3-(3-chloropyridin-2-yloxy)pyrrolidin-1-yl)phenyl)ethanol